C1(CC1)C1=C(C=C(C(=C1)I)C)NC(C1=C(C=CC=C1)F)=O N-(2-cyclopropyl-4-iodo-5-methylphenyl)-2-fluorobenzamide